ClC1=C2C=CNC2=CC(=C1)C(F)(F)F 4-chloro-6-(trifluoromethyl)-1H-indole